C(C)N(S(=O)(=O)C1=CC=C2CCOCC2=C1)C(C(F)(F)F)C1=CC=C(C=C1)F N-ethyl-N-(2,2,2-trifluoro-1-(4-fluorophenyl)ethyl)isochromane-7-sulfonamide